C(C(=C)C)(=O)OCCC.C(C(=C)C)(=O)OCCC bis-propyl dimethacrylate